2-methoxy-1-(2-methoxyphenyl)ethan-1-amine COCC(N)C1=C(C=CC=C1)OC